(2S,3R)-1-[4-[4-[(1R)-1-amino-2,2-difluoro-ethyl]phenyl]-7,7-difluoro-5,6-dihydrocyclopenta[d]pyrimidin-2-yl]-2-methyl-azetidin-3-ol N[C@@H](C(F)F)C1=CC=C(C=C1)C=1C2=C(N=C(N1)N1[C@H]([C@@H](C1)O)C)C(CC2)(F)F